7-Fluoro-4-methoxy-1-{2-[6-(1-oxo-1,2,3,4-tetrahydro-isochinolin-6-yl)-pyrimidin-4-ylamino]-ethyl}-1H-indol-2-carbonitril FC=1C=CC(=C2C=C(N(C12)CCNC1=NC=NC(=C1)C=1C=C2CCNC(C2=CC1)=O)C#N)OC